N-(n-butyl)benzenesulfonamide C(CCC)NS(=O)(=O)C1=CC=CC=C1